(2E)-2-[2-[[(E)-indan-1-ylideneamino]oxymethyl]-3-methyl-phenyl]-2-methoxyimino-N-methyl-acetamide C/1(\CCC2=CC=CC=C12)=N\OCC1=C(C=CC=C1C)\C(\C(=O)NC)=N/OC